(S)-6-((4-((2-hydroxy-1-phenylethyl)amino)-5-(3-(2-hydroxypropan-2-yl)-1,2,4-oxadiazol-5-yl)pyridin-2-yl)amino)-1-methyl-1,2-dihydro-3H-indazol-3-one OC[C@H](C1=CC=CC=C1)NC1=CC(=NC=C1C1=NC(=NO1)C(C)(C)O)NC1=CC=C2C(NN(C2=C1)C)=O